tert-butyl 7-{2-[4-(4-chlorophenyl)-5-(pyridin-4-yl)-1H-imidazol-1-yl]acetyl}-4,7-diazaspiro[2.5]octane-4-carboxylate ClC1=CC=C(C=C1)C=1N=CN(C1C1=CC=NC=C1)CC(=O)N1CCN(C2(CC2)C1)C(=O)OC(C)(C)C